[Cl-].C(CCCCCCCCCCC)NC(=N)N Dodecyl-guanidine chloride